BrC1=CC(=C2C=CC=NC2=C1)Cl 7-bromo-5-chloro-quinoline